2-dimethylaminoethyl acrylate (2-dimethylaminomethylacrylate) CN(C)CC(C(=O)O)=C.C(C=C)(=O)OCCN(C)C